2-[[2-tert-butoxycarbonyl-4-chloro-5-[3-[[1-[(3-nitrophenyl)-phenyl-methyl]sulfonyl-4-piperidyl]amino]phenyl]-3-thienyl]oxy]acetic acid C(C)(C)(C)OC(=O)C=1SC(=C(C1OCC(=O)O)Cl)C1=CC(=CC=C1)NC1CCN(CC1)S(=O)(=O)C(C1=CC=CC=C1)C1=CC(=CC=C1)[N+](=O)[O-]